C(#N)C(C(=O)O)=CC1=CC=CC=C1 α-cyanocinnamic acid